2-(2-(methylsulfonyl)pyrimidin-5-yl)-oxazol CS(=O)(=O)C1=NC=C(C=N1)C=1OC=CN1